N-[4-(4,4-dimethyltetrahydropyran-2-yl)-6-phenoxy-pyrimidin-2-yl]benzenesulfonamide CC1(CC(OCC1)C1=NC(=NC(=C1)OC1=CC=CC=C1)NS(=O)(=O)C1=CC=CC=C1)C